3-(2-(benzyl-(methyl)amino)-2-oxoethyl)-1H-indole-1-carboxylic acid tert-butyl ester C(C)(C)(C)OC(=O)N1C=C(C2=CC=CC=C12)CC(=O)N(C)CC1=CC=CC=C1